N-Methyl-5-((6-(3-methylisoxazol-4-yl)-1-oxoisoquinolin-2(1H)-yl)methyl)nicotinamide CNC(C1=CN=CC(=C1)CN1C(C2=CC=C(C=C2C=C1)C=1C(=NOC1)C)=O)=O